Br.Br.COC1=CC(=CC2=C1NC=N2)C(=O)O 7-methoxy-1H-benzo[d]imidazole-5-carboxylate dihydrobromide